CC1(C(N(C2=CC=C(C=C12)C(F)(F)F)CC(=O)OC)=O)C methyl 2-[3,3-dimethyl-2-oxo-5-(trifluoromethyl)indol-1-yl]acetate